7-amino-N-{2-[3-amino-4-(propan-2-yloxy)pyrrolidin-1-yl]-5,6,7,8-tetrahydroquinolin-6-yl}-3-methylthieno[2,3-b]pyrazine-6-carboxamide NC1=C(SC2=NC(=CN=C21)C)C(=O)NC2CC=1C=CC(=NC1CC2)N2CC(C(C2)OC(C)C)N